BrC1=C(C=CC=C1)C1(OC1)CC1=CC=CC=C1 2-bromophenyl-benzyl-oxirane